3-bromo-benzonitrile BrC=1C=C(C#N)C=CC1